2-[(1R)-5-{5-chloro-2-[(oxacyclohex-4-yl)amino]pyrimidin-4-yl}-1-methoxy-3-oxo-2,3-dihydro-1H-isoindol-2-yl]-N-[(1S)-2-hydroxy-1-(3-methoxyphenyl)ethyl]acetamide ClC=1C(=NC(=NC1)NC1CCOCC1)C=1C=C2C(N([C@@H](C2=CC1)OC)CC(=O)N[C@H](CO)C1=CC(=CC=C1)OC)=O